CCCCCCCCCCCCCCCC(=O)OC[C@H](COP(=O)(O)OC[C@H](CO)O)OC(=O)CCCCCCC/C=C\C/C=C\CCCC 1-hexadecanoyl-2-(9Z,12Z-heptadecadienoyl)-glycero-3-phospho-(1'-sn-glycerol)